4-epoxycyclohexanemethanol C12C(CC(CC1)CO)O2